FC1(CCC(CC1)(O)C=1C=C(C=CC1N1C=NC=C1)NC(C1=C(C=C(C=C1)NS(=O)(=O)CC)N1CCC2(CC2)CC1)=O)F N-(3-(4,4-difluoro-1-hydroxycyclohexyl)-4-(1H-imidazol-1-yl)phenyl)-4-(ethylsulfonamido)-2-(6-azaspiro[2.5]octan-6-yl)benzamide